C(C1=CC=CC=C1)NC(=O)[C@]12[C@@H]([C@@H]3[C@H](C(N1)=O)[C@@H](CN3CC3=CC=C(C=C3)OC)C2)CC(C)C |o1:10,11,12,13,17| (3S*,3aR*,6S*,7R*,7aR*)-N-benzyl-7-isobutyl-1-(4-methoxybenzyl)-4-oxooctahydro-6H-3,6-methanopyrrolo[3,2-c]pyridine-6-carboxamide